[4-(2-bromoethyl)phenyl]methanol BrCCC1=CC=C(C=C1)CO